BrCCCCCCOC1=CC=C(C#N)C=C1 4-(6-bromohexyloxy)benzonitrile